4-bromo-2-nitro-3-(trifluoromethyl)aniline BrC1=C(C(=C(N)C=C1)[N+](=O)[O-])C(F)(F)F